OC(CO)NC(C=C)=O N-(1,2-dihydroxyethyl)acrylamide